2-tertiary butyl-4-methyl-6-hydroxymethyl-phenol C(C)(C)(C)C1=C(C(=CC(=C1)C)CO)O